FC=1C(=C(C=CC1)C1C2=C(NC(=C1C(=O)OC)C)COC2=O)C(C)F methyl 4-(3-fluoro-2-(1-fluoroethyl)phenyl)-2-methyl-5-oxo-1,4,5,7-tetrahydrofuro[3,4-b]pyridine-3-carboxylate